O1C=CC2=C1C=CC=C2C2(CC(C2)C(=O)OC)C#N methyl 3-(benzofuran-4-yl)-3-cyanocyclobutane-1-carboxylate